5-methyl-6-(4-(4-methylpiperazin-1-yl)phenyl)-3-(pyridin-4-yl)furo[3,2-b]pyridine CC1=C(C=C2C(=N1)C(=CO2)C2=CC=NC=C2)C2=CC=C(C=C2)N2CCN(CC2)C